11-Oxo-2,3,6,7-tetrahydro-1H,5H,11H-pyrano[2,3-f]pyrido[3,2,1-ij]chinolin O=C1C=CC=2C(=C3CCCN4C3=C(C2)CCC4)O1